C(#N)[C@](C)(CC(F)(F)F)NC(=O)C1=CC(=C2N1CCC1=CC(=C(C=C21)C=2N=NN(N2)C)OC)C=C(C)C (S)-N-(2-cyano-4,4,4-trifluorobutan-2-yl)-8-methoxy-9-(2-methyl-2H-tetrazol-5-yl)-1-(2-methylprop-1-en-1-yl)-5,6-dihydropyrrolo[2,1-a]isoquinoline-3-carboxamide